C1(CC1)N1C(=NC2=C(C=C(C=C2C1=O)F)\C(\C)=N\[S@](=O)C(C)(C)C)C1CCOCC1 (R,E)-N-(1-(3-cyclopropyl-6-fluoro-4-oxo-2-(tetrahydro-2H-pyran-4-yl)-3,4-dihydroquinazolin-8-yl)ethylidene)-2-methylpropane-2-sulfinamide